2-(2,2,2-trifluoroethoxy)pyrimidin FC(COC1=NC=CC=N1)(F)F